CN(CCC=1C(=CC(N(C1)C(C(=O)N[C@@H](CC(=O)OCC)C=1C=C(C=C(C1F)C)C1=C(C=CC=C1C)C)CC(C)C)=O)C)C ethyl (3S)-3-(2-(5-(2-(dimethylamino)ethyl)-4-methyl-2-oxopyridin-1(2H)-yl)-4-methylpentanamido)-3-(4-fluoro-2',5,6'-trimethyl-[1,1'-biphenyl]-3-yl)propanoate